ClC=1C=C(C=CC1F)S1C[C@H](CN2C(N=C(C3=CC(=CC1=C23)C(F)(F)F)N2C[C@@H](N[C@@H](C2)C)C)=O)OCOC (S)-l-1-(3-chloro-4-fluorophenyl)-8-((3S,5R)-3,5-dimethylpiperazin-1-yl)-3-(methoxymethoxy)-10-(trifluoromethyl)-3,4-dihydro-2H,6H-[1,4]thiazepino[2,3,4-ij]quinazolin-6-one